L-ascorbic acid 2-sulphate S(=O)(=O)(O)OC=1C(=O)O[C@@H](C1O)[C@@H](O)CO